O-menthyl-glycerin tert-butyl-N-[2-[6-[[6-(5-hydroxypentoxy)-2-pyridyl]amino]-1-(methylamino)-2,7-naphthyridin-4-yl]-1,3-benzoxazol-5-yl]-N-methyl-carbamate C(C)(C)(C)CN(C(O)=O)C=1C=CC2=C(N=C(O2)C2=CN=C(C3=CN=C(C=C23)NC2=NC(=CC=C2)OCCCCCO)NC)C1.C1(CC(C(CC1)C(C)C)OCC(O)CO)C